Quinazolin-6(7H)-one N1=CN=CC2=CC(CC=C12)=O